6-amino-8-methoxy-4-methyl-1H-quinolin-2-one NC=1C=C2C(=CC(NC2=C(C1)OC)=O)C